ClC1=C(C=CC(=C1)C(F)(F)F)N1CCC(CC1)(C(=O)N[C@@H]1CN(CC1)C)C=1C=C(C(=NC1)C=1C(=NC=CC1)OCC)F 1-[2-chloro-4-(trifluoromethyl)phenyl]-4-{2'-ethoxy-3-fluoro-[2,3'-bipyridine]-5-yl}-N-[(3S)-1-methylpyrrolidin-3-yl]piperidine-4-carboxamide